CC=1OC2=C(C1)C(=C(C=C2C(=O)O)CC2=CC=C(C=C2)C=2C=NN(C2)C)C 2,4-dimethyl-5-[4-(1-methyl-1H-pyrazol-4-yl)-benzyl]-benzofuran-7-carboxylic acid